4-methylphthalazin-1(2H)-one CC1=NNC(C2=CC=CC=C12)=O